FC=1C(=NC=C(C1)F)\C=N\[S@@](=O)C(C)(C)C (S,E)-N-((3,5-difluoropyridin-2-yl)methylene)-2-methylpropane-2-sulfinamide